N=NCCC diazapentene